2-fluorophenyl 1-(8-fluoro-7-(8-fluoronaphthalen-1-yl)-2-((tetrahydro-1H-pyrrolizin-7a(5H)-yl)methoxy)pyrido[4,3-d]pyrimidin-4-yl)piperidine-4-carboxylate FC1=C(N=CC2=C1N=C(N=C2N2CCC(CC2)C(=O)OC2=C(C=CC=C2)F)OCC21CCCN1CCC2)C2=CC=CC1=CC=CC(=C21)F